[Au].[Sb].FC(S(=O)(=O)O)(F)F trifluoromethanesulfonic acid antimony-gold